C1OOC=CC=C1 2,3-dioxepin